[Sn].C(C=C)(=O)[In].[Al].[Mo].[Sn].[In] indium tin-molybdenum aluminum alloyl-indium tin